C(C)(C)(C)C1=CC(=NC=C1)C(=O)C1=NC(=CC=C1)C1=CC=CC=C1 (4-(tert-butyl)pyridin-2-yl)(6-phenylpyridin-2-yl)methanone